4-(hydroxyamino)pyrimidin-2-one ONC1=NC(NC=C1)=O